ClC1=CC=C(C(=O)NCCCCCCCC(=O)[O-])C=C1.OCC[N+](C)(C)C 2-Hydroxy-N,N,N-trimethylethylammonium 8-(4-chlorobenzoylamino)octanoate